BrC=1C(=NC(=NC1)NC=1C(=NN(C1)C1CC2CCC(C1)N2C)C)NCCCN2C(CCCCC2)=O 1-(3-((5-Bromo-2-((3-methyl-1-(8-methyl-8-azabicyclo[3.2.1]octan-3-yl)-1H-pyrazol-4-yl)amino)pyrimidin-4-yl)amino)propyl)azepan-2-on